(S)-1-(1-acryloylpyrrolidin-3-yl)-3-((3,5-dimethoxyphenyl)ethynyl)-5-(ethylamino)-1H-pyrazole-4-carboxamide C(C=C)(=O)N1C[C@H](CC1)N1N=C(C(=C1NCC)C(=O)N)C#CC1=CC(=CC(=C1)OC)OC